2-(((9-((2R,4S,5R)-5-ethynyl-4-hydroxy-5-(hydroxymethyl)tetrahydrofuran-2-yl)-2-fluoro-9H-purin-6-yl)carbamoyl)oxy)-3-{nonyloxy}propyl nonanoate C(CCCCCCCC)(=O)OCC(COCCCCCCCCC)OC(NC1=C2N=CN(C2=NC(=N1)F)[C@@H]1O[C@@]([C@H](C1)O)(CO)C#C)=O